CN1N=CC=C1C(CC(C(=O)OC)=O)=O Methyl 4-(1-methyl-1H-pyrazol-5-yl)-2,4-dioxobutanoate